FC=1C=C(C=C(C1)F)C1CC=NN1C(=O)C12CC(C1)(C2)CN2N=NC=C2C(=O)N 1-((3-(5-(3,5-difluorophenyl)-4,5-dihydro-1H-pyrazole-1-carbonyl)bicyclo[1.1.1]pent-1-yl)methyl)-1H-1,2,3-triazole-5-carboxamide